BrCC=1C=C(C(=CC1)C1=CC=CC=C1)C(=O)OC methyl 4-(bromomethyl)-[1,1'-biphenyl]-2-carboxylate